8-[(1R)-1-[(6-chloro-2-methylsulfonyl-3-pyridinyl)amino]ethyl]-3,6-dimethyl-2-phenyl-benzopyran-4-one ClC1=CC=C(C(=N1)S(=O)(=O)C)N[C@H](C)C1=CC(=CC=2C(C(=C(OC21)C2=CC=CC=C2)C)=O)C